((1H-pyrazol-1-yl)methyl)-6-fluoro-2-methyl-2,3-dihydrobenzofuran-7-carbonitrile N1(N=CC=C1)CC1(OC2=C(C1)C=CC(=C2C#N)F)C